S(=O)(=O)(O)[SH2+] sulfosulfonium